pyrazolo[4,3-a]phenanthridine C=1NN=C2C1C1=C3C=CC=CC3=CN=C1C=C2